ethyl 5,6,7,8-tetrahydropyrazolo[5,1-b][1,3]oxazepine-2-carboxylate N1=C(C=C2OCCCCN21)C(=O)OCC